potassium L-ascorbate O=C1C(O)=C([O-])[C@H](O1)[C@@H](O)CO.[K+]